C(CCC)[Sn](\C=C\CCC)(CCCC)CCCC (E)-Tributyl(pent-1-en-1-yl)stannane